4-[3-(5-fluoro-2-pyridinyl)-1-methyl-pyrazol-4-yl]quinoline-7-carbonitrile FC=1C=CC(=NC1)C1=NN(C=C1C1=CC=NC2=CC(=CC=C12)C#N)C